4-((2-aminothiazol-5-yl)ethynyl)-N-((2S,3S)-4,4-difluoro-3-hydroxy-1-(hydroxyamino)-3-methyl-1-oxobutan-2-yl)benzamide NC=1SC(=CN1)C#CC1=CC=C(C(=O)N[C@H](C(=O)NO)[C@](C(F)F)(C)O)C=C1